ClC1=CC=C(C=C1)C1=C(CCC(C1)(C)C)CN1CCN(CC1)CC1=CC=C(C=C1)C=1C=C2CN(C(C2=CC1)=O)C1C(NC(CC1)=O)=O 3-(5-(4-((4-((4'-chloro-5,5-dimethyl-3,4,5,6-tetrahydro-[1,1'-biphenyl]-2-yl)methyl)piperazin-1-yl)methyl)phenyl)-1-oxoisoindolin-2-yl)piperidine-2,6-dione